C(C)(C)(C)C1=C(O)C=CC(=C1)O monotertiarybutyl-hydroquinone